C(C)OC=1C=CC(=NC1)NC=1SC=C(N1)C1=NC=C(C=C1)OCC N,4-bis(5-ethoxypyridin-2-yl)thiazol-2-amine